N-(2,2-difluoro-2-phenylethyl)-3-fluorobenzamide FC(CNC(C1=CC(=CC=C1)F)=O)(C1=CC=CC=C1)F